4-[5-chloro-2-(4-chlorothiazol-5-yl)-6-oxo-1H-pyrimidin-4-yl]-6,6-difluoro-1,4-diazepan-1-carboxylic acid tert-butyl ester C(C)(C)(C)OC(=O)N1CCN(CC(C1)(F)F)C=1N=C(NC(C1Cl)=O)C1=C(N=CS1)Cl